diethylaminoethyl 2-(2,4-dichlorophenoxy)benzeneacetate ClC1=C(OC2=C(C=CC=C2)CC(=O)OCCN(CC)CC)C=CC(=C1)Cl